O=C1CNC2=CC=CC=C12 3-Oxo-1,3-dihydro-2H-indol